(R)-N-((3-(difluoromethoxy)-4-ethynylthiophen-2-yl)methyl)-2-(9-(pyridin-2-yl)-6-oxaspiro[4.5]decan-9-yl)ethanamine FC(OC1=C(SC=C1C#C)CNCC[C@]1(CCOC2(CCCC2)C1)C1=NC=CC=C1)F